tert-Butyl 6-(4-bromophenyl)-6-hydroxy-2-azaspiro[3.3]heptane-2-carboxylate BrC1=CC=C(C=C1)C1(CC2(CN(C2)C(=O)OC(C)(C)C)C1)O